FC1(CC12CC(C2)C(=O)C=2N=C1N(N2)[C@@H](C[C@@H]1F)C1=CC=CC=C1)F (2,2-difluorospiro[2.3]hexan-5-yl)-[(5S,7S)-7-fluoro-5-phenyl-6,7-dihydro-5H-pyrrolo[1,2-b][1,2,4]triazol-2-yl]methanone